C(=C)CCCCC1=NC=CC=C1 Vinylbutylpyridin